N-phenyl-ethyl-naphthylamine C1(=CC=CC=C1)N(C1=CC=CC2=CC=CC=C12)CC